CN1CCC(CC1)OC1=NC=NC2=CC=C(C=C12)C1=CNC2=NC=C(C=C21)C=2C=NC=CC2C 4-((1-methylpiperidin-4-yl)oxy)-6-(5-(4-methylpyridin-3-yl)-1H-pyrrolo[2,3-b]pyridin-3-yl)quinazoline